ethyl 3-[4-[3-[3,5-dimethoxy-4-(2,2,2-trifluoroethyl-carbamoyl)phenyl] imidazo[1,2-a]pyridin-7-yl] pyrazol-1-yl]-2-methyl-propanoate COC=1C=C(C=C(C1C(NCC(F)(F)F)=O)OC)C1=CN=C2N1C=CC(=C2)C=2C=NN(C2)CC(C(=O)OCC)C